lithium 3-(2-ethylhexyl)-1H-indene-1-ide C(C)C(CC1=C[CH-]C2=CC=CC=C12)CCCC.[Li+]